Cl.Cl.C(C)C=1C=C(C=CC1OC1CCNCC1)N1C(N(C(C1(C)C)=O)C1=CC(=C(C#N)C=C1)C(F)(F)F)=S 4-[3-[3-ethyl-4-(4-piperidinyloxy)phenyl]-4,4-dimethyl-5-oxo-2-thioxo-imidazolidin-1-yl]-2-(trifluoromethyl)benzonitrile dihydrochloride